methyl 3-(3-{[6-(benzyloxy)-2,2-dioxo-2H-1,2λ6,3-benzoxathiazin-3(4H)-yl]methyl}-4-methylphenyl)-3-(7-{[5-(benzyloxy)pentyl]oxy}-1,4-dimethyl-1H-benzotriazol-5-yl)propanoate C(C1=CC=CC=C1)OC=1C=CC2=C(CN(S(O2)(=O)=O)CC=2C=C(C=CC2C)C(CC(=O)OC)C2=C(C3=C(N(N=N3)C)C(=C2)OCCCCCOCC2=CC=CC=C2)C)C1